N[C@@H]1CCCC12CCN(CC2)C=2C(=NC(=C(N2)C)SC=2C=CC=C1C=CN(C21)C)CO {3-[(1R)-1-amino-8-azaspiro[4.5]decan-8-yl]-5-methyl-6-[(1-methyl-1H-indol-7-yl)sulfanyl]pyrazin-2-yl}methanol